C(C1=CC=CC=C1)OC1=C(C=CC=C1F)C1=CC(=CC=C1F)CC1(CCC(CC1)NS(=O)(=O)C)C1=NC=CC(=N1)CO N-((1r,4r)-4-((2'-(benzyloxy)-3',6-difluoro-[1,1'-biphenyl]-3-yl)methyl)-4-(4-(hydroxymethyl)pyrimidin-2-yl)cyclohexyl)methanesulfonamide